methyl 2-fluoro-5-((6'-fluoro-1'-methyl-4'-oxo-3',4'-dihydro-1'H-spiro[piperidine-4,2'-quinoline]-1-carboxamido)methyl)benzoate FC1=C(C(=O)OC)C=C(C=C1)CNC(=O)N1CCC2(N(C3=CC=C(C=C3C(C2)=O)F)C)CC1